(S)-6-(2-chlorophenyl)-5-methyl-2-((2-methyl-4-(4-methylpiperazin-1-yl)phenyl)amino)-8-(1-propylpiperidin-3-yl)pyrido[2,3-d]pyrimidin-7(8H)-one ClC1=C(C=CC=C1)C1=C(C2=C(N=C(N=C2)NC2=C(C=C(C=C2)N2CCN(CC2)C)C)N(C1=O)[C@@H]1CN(CCC1)CCC)C